(R,Z)-N-(4-((4-(benzo[d]thiazol-5-yloxy)-2-methoxy-5-methylphenyl)amino)-7-methoxyquinazolin-6-yl)-2-fluoro-3-(1-methylpyrrolidin-2-yl)acrylamide S1C=NC2=C1C=CC(=C2)OC2=CC(=C(C=C2C)NC2=NC=NC1=CC(=C(C=C21)NC(/C(=C/[C@@H]2N(CCC2)C)/F)=O)OC)OC